C(CCCC#C)(=O)NC1=CC=C2C=3C=CC(=CC3CC2=C1)O[C@@H]1[C@H]([C@H]([C@@H]([C@H](O1)CCP(O)(O)=O)O)O)O (2-((2R,3S,4S,5S,6R)-6-((7-(hex-5-ynamido)-9H-fluoren-2-yl)oxy)-3,4,5-trihydroxytetrahydro-2H-pyran-2-yl)ethyl)phosphonic acid